BrC=1C=C(C=CC1)C1(CC(C1)O)C(=O)O (1s,3s)-1-(3-bromophenyl)-3-hydroxycyclobutanecarboxylic acid